((2,4-dioxo-1,3-diazaspiro[4.4]nonane-7-yl)methyl)-4-(trifluoromethyl)pyridine-3-sulfonamide O=C1NC2(C(N1)=O)CC(CC2)CC2=NC=CC(=C2S(=O)(=O)N)C(F)(F)F